C1(=CC=CC=C1)[C@@H](N)C(=O)O (R)-2-phenylglycine